C1(=CC=CC=C1)NC1=C2C=CN(C2=C(C=C1)C(=O)NC1(CC1)C1=CC=C(C(=O)O)C=C1)CC1=CC=C(C=C1)C(F)(F)F 4-(1-(4-(Phenylamino)-1-(4-(trifluoromethyl)benzyl)-1H-indol-7-amido)cyclopropyl)benzoic acid